Methyl 6-[1-[(4-aminotetrahydropyran-4-carbonyl)amino]cyclopropyl]pyridine-3-carboxylate, hydrochloride Cl.NC1(CCOCC1)C(=O)NC1(CC1)C1=CC=C(C=N1)C(=O)OC